C(C)OC(=O)C1OC2(CCC2)CC1=O 7-oxo-5-oxaspiro[3.4]octane-6-carboxylic acid ethyl ester